CN1N=C2C(=C1OS(=O)(=O)C(F)(F)F)C[C@H]1CC[C@@H]2N1C(=O)OC(C)(C)C |r| racemic-tert-Butyl (5R,8S)-2-methyl-3-(((trifluoromethyl)sulfonyl)oxy)-2,4,5,6,7,8-hexahydro-5,8-epiminocyclohepta[c]pyrazole-9-carboxylate